C(#N)C1=C(C(=O)O)C=CC(=C1)N1N=NN=C1SCC(=O)C1=CC=C(C=C1)[N+](=O)[O-] 2-Cyano-4-(5-((2-(4-nitrophenyl)-2-oxoethyl)thio)-1H-tetrazol-1-yl)benzoic acid